(isopropylaminomethylsilyl)amine C(C)(C)NC[SiH2]N